4-(tert-butyl)-N-((2-bromophenyl)thiocarbamoyl)benzamide C(C)(C)(C)C1=CC=C(C(=O)NC(NC2=C(C=CC=C2)Br)=S)C=C1